manganese (II) tetrakis(4-sulfophenyl)porphyrin S(=O)(=O)(O)C1=CC=C(C=C1)C1=C2C=CC(C(=C3C=CC(=C(C=4C=CC(=C(C5=CC=C1N5)C5=CC=C(C=C5)S(=O)(=O)O)N4)C4=CC=C(C=C4)S(=O)(=O)O)N3)C3=CC=C(C=C3)S(=O)(=O)O)=N2.[Mn+2]